5-(2,6-difluorophenyl)-3,7-dimethyl-9-(4-(2,2,2-trifluoroethyl)piperazin-1-yl)-1-((2-(trimethylsilyl)ethoxy)methyl)-1,6-dihydropyrazolo[4,3-d]pyrido[4,3-f][1,3]diazepine FC1=C(C(=CC=C1)F)C=1NC2=C(C3=C(N1)C(=NN3COCC[Si](C)(C)C)C)C=C(N=C2C)N2CCN(CC2)CC(F)(F)F